[Cl-].[Cl-].C[SiH](C)[Zr+2](C1C=CC2=CC=CC=C12)C1C=CC2=CC=CC=C12 dimethylsilylbis(indenyl)zirconium dichloride